8-bromo-9-ethyl-2-(3-methoxy-4-phenyl-1H-pyrazol-1-yl)-6-(piperidin-1-yl)-9H-purine BrC=1N(C2=NC(=NC(=C2N1)N1CCCCC1)N1N=C(C(=C1)C1=CC=CC=C1)OC)CC